gamma-L-Glutamyl-L-phenylalanine N[C@@H](CCC(=O)N[C@@H](CC1=CC=CC=C1)C(=O)O)C(=O)O